methyl 4-bromo-6-(trifluoromethyl)pyridine-2-carboxylate BrC1=CC(=NC(=C1)C(F)(F)F)C(=O)OC